O1COC2=C1C=CC(=C2)OCC(=O)N(C=2SC=CN2)C2CCCCC2 2-(1,3-benzodioxol-5-yloxy)-N-cyclohexyl-N-thiazol-2-yl-acetamide